Cl.C12CN(CC(CC1)N2)C2=C1C(=NC=C2)N(C(=C1)C=1C=NN(C1)C(F)F)S(=O)(=O)C1=CC=C(C)C=C1 4-(3,8-diazabicyclo[3.2.1]octan-3-yl)-2-(1-(difluoromethyl)-1H-pyrazol-4-yl)-1-tosyl-1H-pyrrolo[2,3-b]pyridine hydrochloride